(2S)-N-{4-[7-(2,2-Difluoroethoxy)-3-(pyridin-2-yl)-1H-pyrrolo[3,2-b]pyridin-2-yl]pyridin-2-yl}-4,4-difluoro-2-(4-fluorophenyl)butanamid FC(COC1=C2C(=NC=C1)C(=C(N2)C2=CC(=NC=C2)NC([C@@H](CC(F)F)C2=CC=C(C=C2)F)=O)C2=NC=CC=C2)F